C(C)(C)(C)OC(=O)N1CCN(CC1)C1=CC(=C(C=C1)C(NC1C(NC(CC1)=O)=O)=O)F.O=C1NC(CCC1NC(C1=C(C=C(C=C1)N1CCNCC1)F)=O)=O N-(2,6-dioxopiperidin-3-yl)-2-fluoro-4-(piperazin-1-yl)benzamide tert-Butyl-4-(4-((2,6-dioxopiperidin-3-yl)carbamoyl)-3-fluorophenyl)piperazine-1-carboxylate